NC=1C2=C(N=C(N1)C)N(C=C2C2=C(C=C(C=C2C)NC(C(O)C2=CC(=CC=C2)F)=O)F)C N-(4-(4-amino-2,7-dimethyl-7H-pyrrolo[2,3-d]pyrimidin-5-yl)-3-fluoro-5-methylphenyl)-2-(3-fluorophenyl)-2-hydroxyacetamide